5-(2-Chlorophenyl)-3-((4-(dimethylamino)cyclohexyl)amino)-6-fluoro-2,3,4,9-tetrahydro-1H-carbazole ClC1=C(C=CC=C1)C1=C2C=3CC(CCC3NC2=CC=C1F)NC1CCC(CC1)N(C)C